9-(1-bromo-2-methylpropan-1-en-1-yl)-3,6-di-tert-butyl-9H-fluorene BrC(=C(C)C)C1C2=CC=C(C=C2C=2C=C(C=CC12)C(C)(C)C)C(C)(C)C